C(#N)CC=1C=C(C(=O)OC)C=C(C1)OC(F)F methyl 3-cyanomethyl-5-(difluoromethoxy)benzoate